FC1(CN(CCC1)C1=C(C=C(C=C1)C(F)(F)F)NS(=O)(=O)C=1C=C(C(=O)OC)C=CC1CC)F methyl 3-(N-(2-(3,3-difluoropiperidin-1-yl)-5-(trifluoromethyl) phenyl) sulfamoyl)-4-ethylbenzoate